FC=1C=C(C=C(C1)F)C=1N(N=C2[C@@H](N(CCC21)C(=O)C2=CC(=CC(=C2)F)OCC[18F])C)C (S)-[3-(3,5-difluorophenyl)-2,7-dimethyl-5,7-dihydro-4H-pyrazolo[3,4-c]pyridin-6-yl]-[3-(2-[18F]fluoroethoxy)-5-fluorophenyl]methanone